C(C)OP(O)(=O)C1=CC=C(C=C1)CNC=1C2=C(N=CN1)C(=CN2)C(NC)=O ethoxy(4-([[7-(methylcarbamoyl)-5H-pyrrolo[3,2-d]pyrimidin-4-yl]amino]methyl)phenyl)phosphinic acid